FC(C(=O)OCC)(C(C)C)F ethyl 2,2-difluoro-3-methylbutyrate